2-(4-(trifluoromethyl)phenyl)quinoline-7-carboxamide FC(C1=CC=C(C=C1)C1=NC2=CC(=CC=C2C=C1)C(=O)N)(F)F